methyl 1,3-dioxo-2,3-dihydro-1H-isoindole-2-carboxylate O=C1N(C(C2=CC=CC=C12)=O)C(=O)OC